2-(2-(pyridin-2-yl)hydrazinecarbonyl)pyrrolidine-1-carboxylic acid tert-butyl ester C(C)(C)(C)OC(=O)N1C(CCC1)C(=O)NNC1=NC=CC=C1